5,10,15,20-tetrakis(2,6-dichloro-3-nitrophenyl)-porphyrin ClC1=C(C(=CC=C1[N+](=O)[O-])Cl)C=1C2=CC=C(N2)C(=C2C=CC(C(=C3C=CC(=C(C=4C=CC1N4)C4=C(C(=CC=C4Cl)[N+](=O)[O-])Cl)N3)C3=C(C(=CC=C3Cl)[N+](=O)[O-])Cl)=N2)C2=C(C(=CC=C2Cl)[N+](=O)[O-])Cl